(3-(N-((1,2,3,5,6,7-hexahydro-s-indacen-4-yl)carbamoyl)sulfamoyl)allyl)carbamic acid tert-butyl ester C(C)(C)(C)OC(NCC=CS(NC(NC1=C2CCCC2=CC=2CCCC12)=O)(=O)=O)=O